COC1=CC=C(OC=2C=C(C=NC2)NC(C=C)=O)C=C1 N-{5-(4-methoxyphenoxy)pyridin-3-yl}acrylamide